n-octyl dodecanedioate (2-ethylhexyl)dodecanedioate Methyl-2-(1-(tert-butoxycarbonyl)piperidin-4-yl)-6-(6-(trifluoromethyl)picolinamido)imidazo[1,2-a]pyridine-7-carboxylate COC(=O)C1=CC=2N(C=C1NC(C1=NC(=CC=C1)C(F)(F)F)=O)C=C(N2)C2CCN(CC2)C(=O)OC(C)(C)C.C(C)C(COC(CCCCCCCCCCC(=O)O)=O)CCCC.C(CCCCCCCCCCC(=O)O)(=O)OCCCCCCCC